C1(CCC1)N1N=C(C(=C1NC(=O)C1(CC1)C(C)(F)F)C)C1(CC(C1)(F)F)C N-(1-cyclobutyl-3-(3,3-difluoro-1-methylcyclobutyl)-4-methyl-1H-pyrazol-5-yl)-1-(1,1-difluoroethyl)cyclopropane-1-carboxamide